NC1C[C@H](N(CC1)C(=O)OC(C)(C)C)C1=CC(=CC=C1)F tert-Butyl (2S)-4-amino-2-(3-fluorophenyl)piperidine-1-carboxylate